COC1=C2CC[C@](OC2=CC(=C1)C)(C)CCO 2-[(2R)-5-Methoxy-2,7-dimethyl-3,4-dihydrochromen-2-yl]ethanol